NC1=NC=CC=C1C1=NC=2C(=NC(=CC2)N2N=CC=N2)N1C1=CC=C(CN2CCC(CC2)NC2=NC(=NC=C2)C#N)C=C1 4-((1-(4-(2-(2-Aminopyridin-3-yl)-5-(2H-1,2,3-triazol-2-yl)-3H-imidazo[4,5-b]pyridin-3-yl)benzyl)piperidin-4-yl)amino)pyrimidine-2-carbonitrile